C(CCCCCC(=O)OCC(CCCCCCCC)CCCCCC)(=O)OCC(COC(CCCCCOC(C(CCCCCCCC)CCCCCC)=O)=O)OC(CCCN(C)C)=O 1-(2-((4-(dimethylamino) butanoyl) oxy)-3-((6-((2-hexyldecanoyl) oxy) hexanoyl) oxy) propyl) 7-(2-hexyldecyl) pimelate